N-{3-[4-(5-Chloropyridin-3-yl)-6-oxo-1,6-dihydropyrimidin-2-yl]-4-fluorobenzyl}isobutyramide methyl-2-[2-chloro-4-(4-chlorophenoxy)phenyl]-2-hydroxy-3-(1,2,4-triazol-1-yl)propanoate COC(C(CN1N=CN=C1)(O)C1=C(C=C(C=C1)OC1=CC=C(C=C1)Cl)Cl)=O.ClC=1C=C(C=NC1)C=1N=C(NC(C1)=O)C=1C=C(CNC(C(C)C)=O)C=CC1F